NC1=C2C(=NC=N1)N(N=C2C2=CC=C(C=C2)OC2=CC=CC=C2)C2CC(CC2)(O)C 3-(4-amino-3-(4-phenoxyphenyl)-1H-pyrazolo[3,4-d]pyrimidin-1-yl)-1-methylcyclopentanol